C(C)(C)(C)C=1C=C(C=CC1)NC(NC1=C(C=C(C=C1)CCC1=CC(=NC=C1)NC(C)=O)F)=O N-[4-(2-{4-[3-(3-tert-Butylphenyl)-ureido]-3-fluoro-phenyl}-ethyl)-pyridin-2-yl]-acetamide